F[P-](F)(F)(F)(F)F.N1(N=NC2=C1C=CC=C2)O[P+](N(C)C)(N(C)C)N(C)C benzotriazole-1-yloxytris(dimethylamino)-phosphonium hexafluorophosphate